BrCCCOC(O[Si](OCCCCCCCC\C=C/C\C=C/CCCCC)(C)C)CCCCCCC\C=C/CCCCCCCC (17Z,20Z)-1-bromo-5-((Z)-heptadec-8-en-1-yl)-7,7-dimethyl-4,6,8-trioxa-7-silahexacosa-17,20-diene